N-(1-(1H-indol-3-yl)ethyl)-5-amino-2-methylbenzamide N1C=C(C2=CC=CC=C12)C(C)NC(C1=C(C=CC(=C1)N)C)=O